C1(CC1)C(=O)N1C(C2(COCC(N2)=O)CCC1)CO[C@@H]1CC[C@@H](CC1)C1=CC=CC=C1 (cis)-8-cyclopropanecarbonyl-7-({[(cis)-4-phenylcyclohexyl]oxy}methyl)-4-oxa-1,8-diazaspiro[5.5]undecan-2-one